C[C@H](CCCC)N (R)-2-hexylamine